CC(C(=O)O)(C)N1C(N(C2=C(C1=O)C(=C(S2)C=2OC=CN2)C)C[C@@H](C2=CC=CC=C2)O[C@@H]2[C@H](CCCC2)C)=O 2-methyl-2-[5-methyl-1-[(2R)-2-[[(1S,2S)-2-methylcyclohexyl]oxy]-2-phenylethyl]-6-(1,3-oxazol-2-yl)-2,4-dioxo-1H,2H,3H,4H-thieno[2,3-d]pyrimidin-3-yl]propionic acid